tert-butyl (3S)-3-({8-carbamoyl-6-[4-methyl-4-(morpholin-4-yl)cyclohex-1-en-1-yl]pyrido[3,2-d]pyrimidin-4-yl}amino)piperidine-1-carboxylate C(N)(=O)C1=CC(=NC2=C1N=CN=C2N[C@@H]2CN(CCC2)C(=O)OC(C)(C)C)C2=CCC(CC2)(N2CCOCC2)C